N-(3-([1,2,4]triazolo[1,5-a]pyridin-6-yl)-1H-pyrrolo[2,3-b]pyridin-6-yl)-1-methylpiperidine-4-carboxamide N=1C=NN2C1C=CC(=C2)C2=CNC1=NC(=CC=C12)NC(=O)C1CCN(CC1)C